4-((5-((R)-3-(4-amino-3-(4-phenoxyphenyl)-1H-pyrazolo[3,4-d]pyrimidin-1-yl)piperidin-1-yl)-5-oxopentyl)thio)-2-(2,6-dioxopiperidin-3-yl)-7-fluoroisoindoline-1,3-dione NC1=C2C(=NC=N1)N(N=C2C2=CC=C(C=C2)OC2=CC=CC=C2)[C@H]2CN(CCC2)C(CCCCSC2=C1C(N(C(C1=C(C=C2)F)=O)C2C(NC(CC2)=O)=O)=O)=O